(1S,2S)-N-(6-(7-(acetamido(cyclopropyl)methyl)-6-fluoro-5-methyl-1H-indazol-4-yl)imidazo[1,2-a]pyrazin-2-yl)-2-fluorocyclopropane-1-carboxamide C(C)(=O)NC(C=1C(=C(C(=C2C=NNC12)C=1N=CC=2N(C1)C=C(N2)NC(=O)[C@H]2[C@H](C2)F)C)F)C2CC2